5-(bromomethyl)-2-(4-bromophenyl)pyrimidine methyl-2-(3-(2,4-difluorophenyl)-1-methylureido)-5-oxo-5H-thieno[3,2-b]pyran-6-carboxylate COC(=O)C1=CC2=C(OC1=O)C=C(S2)N(C(=O)NC2=C(C=C(C=C2)F)F)C.BrCC=2C=NC(=NC2)C2=CC=C(C=C2)Br